tert-Butyl N-[2-[5-[1-benzyloxy-1-(trifluoromethyl)pent-4-enyl]-1,3,4-oxadiazol-2-yl]-6-[(1R)-1-methylbut-3-enoxy]-5-(trifluoromethyl)-3-pyridyl]carbamate C(C1=CC=CC=C1)OC(CCC=C)(C(F)(F)F)C1=NN=C(O1)C1=NC(=C(C=C1NC(OC(C)(C)C)=O)C(F)(F)F)O[C@@H](CC=C)C